1,3,5-tripyridyl-benzene N1=C(C=CC=C1)C1=CC(=CC(=C1)C1=NC=CC=C1)C1=NC=CC=C1